NC1=C2N=CN(C2=NC=N1)C[C@@H](C)OCP(=O)(NC(C(OCCCCC)=O)(C)C)NC1(CC1)C(=O)OCCCCC Pentyl 1-((((((R)-1-(6-amino-9H-purin-9-yl)propan-2-yl)oxy)methyl)((2-methyl-1-oxo-1-(pentyloxy)propan-2-yl)amino)phosphoryl)amino)cyclopropane-1-carboxylate